N-(3,4-dihydroxy-9,10-dioxo-9,10-dihydroanthracene-2-yl)-4-dimethylaminobenzenesulfonamide OC=1C(=CC=2C(C3=CC=CC=C3C(C2C1O)=O)=O)NS(=O)(=O)C1=CC=C(C=C1)N(C)C